1-[3-[4-[3-methyl-4-(1-methylbenzotriazol-5-yl)oxy-anilino]pyrido[3,2-d]pyrimidin-6-yl]-3,6-diazabicyclo[3.1.1]heptan-6-yl]prop-2-en-1-one CC=1C=C(NC=2C3=C(N=CN2)C=CC(=N3)N3CC2N(C(C3)C2)C(C=C)=O)C=CC1OC1=CC2=C(N(N=N2)C)C=C1